Methyltriisopropoxysilan C[Si](OC(C)C)(OC(C)C)OC(C)C